OC(CC(=O)N[C@@H](COC)C1=CC(=CC=C1)OC(F)(F)F)C(C)(C)C 3-hydroxy-N-[(1R)-2-methoxy-1-[3-(trifluoromethoxy)phenyl]ethyl]-4,4-dimethylpentanamide